β-iodocaproic acid IC(CC(=O)O)CCC